C1(CC1)S(=O)(=O)N1N=CC(=C1)C1=NC=CC(=N1)NC1=NC=C(C(=C1)NC1CCC(CC1)(O)C)C1=NN(C=C1)CC(F)F (1s,4s)-4-((2-((2-(1-(Cyclopropylsulfonyl)-1H-pyrazol-4-yl)pyrimidin-4-yl)amino)-5-(1-(2,2-difluoroethyl)-1H-pyrazol-3-yl)pyridin-4-yl)amino)-1-methylcyclohexan-1-ol